ClC1=CC(=C(C=C1Cl)C(C1CCN(CC1)C(=O)[C@H]1CN(CC1)C(=O)OC(C)(C)C)O)O tert-butyl (3R)-3-[4-[(4,5-dichloro-2-hydroxyphenyl)(hydroxy)methyl]piperidine-1-carbonyl]pyrrolidine-1-carboxylate